Cl.CN(S(=O)=O)C N,N-dimethyl-sulphonamide hydrochloride